4-(ethoxycarbonyl)piperazine C(C)OC(=O)N1CCNCC1